CC1=C(C2=C(N=CN=C2NC2(CC2)C)O1)C(=O)NCC=1NC=CC1 6-methyl-4-[(1-methylcyclopropyl)amino]-N-(1H-pyrrol-2-ylmethyl)furo[2,3-d]pyrimidine-5-carboxamide